IC=1N=NC(=CC1)C 3-Iodo-6-methyl-pyridazine